COCC1(CCC(CC1)C=1C(=NN2C1CN(CC2)C(C(C)(C)F)=O)CN(CCNC)C)COC 1-(3-(4,4-bis(methoxy-methyl)cyclohexyl)-2-((methyl(2-(methylamino)-ethyl)amino)methyl)-6,7-dihydropyrazolo[1,5-a]-pyrazin-5(4H)-yl)-2-fluoro-2-methylpropan-1-one